CC=1NC2=CC=C(C=C2C(N1)=O)CN(C1=CC=C(S1)C(=O)N[C@@H](CCC(=O)O)C(=O)O)C N-[[5-[[(1,4-Dihydro-2-methyl-4-oxo-6-quinazolinyl)methyl]methylamino]-2-thienyl]carbonyl]-L-glutamic acid